C=NS(=O)(=O)C1=CC=CC=C1 N-methylYlbenzenesulfonamide